C(C=C)N1N=C(C2=CC=CC=C12)C allyl-3-methyl-1H-indazole